4-(3-(3-benzyl-1-(4-chlorophenyl)-2,5-dioxoimidazolin-4-yl)propanamido)-N-hydroxybutyramide C(C1=CC=CC=C1)N1C(N(C(C1CCC(=O)NCCCC(=O)NO)=O)C1=CC=C(C=C1)Cl)=O